N-(3-(1H-benzo[d]imidazol-2-yl)-1H-pyrazol-4-yl)-6-chloropyrimidin-4-amine N1C(=NC2=C1C=CC=C2)C2=NNC=C2NC2=NC=NC(=C2)Cl